C(=O)O.BrC=1C=C(CNC(=N)N)C=CC1OCCC[18F] 1-{3-Bromo-4-[3-[18F]fluoropropoxy]benzyl}guanidine, formic acid salt